CNC(=O)C=1N=CC=C2C1SC=C2 N-methylthieno[2,3-c]pyridine-7-carboxamide